3,3-diethylene disulfite S1(=O)OCCOS(=O)OCCO1